inosinate C1=NC2=C(C(=O)N1)N=CN2[C@H]3[C@@H]([C@@H]([C@H](O3)COP(=O)([O-])[O-])O)O